(R)-1-(8-fluoroisochroman-1-yl)-N-methylmethanamine p-toluenesulfonic acid salt CC1=CC=C(C=C1)S(=O)(=O)O.FC=1C=CC=C2CCO[C@H](C12)CNC